2-(1-(2-chloro-5,6,7,8-tetrahydropyrido[3,4-d]pyrimidin-4-yl)-5-(cyanomethyl)-4-(4-methoxybenzyl)piperazin-2-yl)acetic acid methyl ester COC(CC1N(CC(N(C1)CC1=CC=C(C=C1)OC)CC#N)C=1C2=C(N=C(N1)Cl)CNCC2)=O